1-(trifluoromethyl)cyclopropanecarbonyl chloride FC(C1(CC1)C(=O)Cl)(F)F